C1=CC=CC=2OCCOCCOCCOC3=C(OCCOCCOCCOC21)C=CC=C3 6,7,9,10,12,13,20,21,23,24,26,27-Dodecahydrodibenzo[b,n][1,4,7,10,13,16,19,22]octaoxacyclotetracosine